1-(4-(6-chloro-5-(2-chlorophenyl)-1H-indazol-3-yl)piperazin-1-yl)prop-2-en-1-one ClC1=C(C=C2C(=NNC2=C1)N1CCN(CC1)C(C=C)=O)C1=C(C=CC=C1)Cl